N-((1,2,3,5,6,7-hexahydro-s-indacen-4-yl)carbamoyl)-3-(isopropylamino)prop-1-ene-1-sulfonamide C1CCC2=C(C=3CCCC3C=C12)NC(=O)NS(=O)(=O)C=CCNC(C)C